Cl.NC(C(=O)N1CCN(CC1)C(=O)NC1=NC(N(C=C1)C1=CC=C(C=C1)CCN1CCC(CCC1)N)=O)(C)C 4-(2-amino-2-methylpropanoyl)-N-(1-(4-(2-(4-aminoazepan-1-yl)ethyl)phenyl)-2-oxo-1,2-dihydropyrimidin-4-yl)piperazine-1-carboxamide hydrochloride salt